NC1=C2C(=NC=N1)N(N=C2C=2C=NC(=CC2)OC)C(CC)C2=NC1=CC=CC(=C1C(N2C2CC2)=O)F 2-(1-(4-amino-3-(6-methoxypyridin-3-yl)-1H-pyrazolo[3,4-d]pyrimidin-1-yl)propyl)-3-cyclopropyl-5-fluoroquinazolin-4(3H)-one